Cl[Si](CCCCCCCCCCCC)(Cl)Cl trichloro(n-dodecyl)silane